C(C1=CC=CC=C1)OC1CC(C1)N1N=CC(=C1C)[N+](=O)[O-] 1-((1R,3R)-3-(benzyloxy)cyclobutyl)-5-methyl-4-nitro-1H-pyrazole